CC1=CC(=CC2=C1C(=C(CCC2)Br)C2=CC=C(C=C2)C=C2CN(C2)CCC(F)F)C(=O)O.C(=O)(O)C(C[C@H](N)C(=O)O)C(=O)O gamma-carboxyglutamic acid Methyl-8-bromo-9-(4-((1-(3,3-difluoropropyl)azetidin-3-ylidene)methyl)phenyl)-6,7-dihydro-5H-benzo[7]annulene-3-carboxylate